C(C)(C)(C)N1[C@H]2[C@@H](C=C(C[C@@H]12)C(=O)OCC)OC(CC)CC ethyl (1R,5R,6R)-7-(tert-butyl)-5-(pent-3-oxy)-7-azabicyclo[4.1.0]hept-3-ene-3-carboxylate